C(C=C)(=O)N1[C@H](CN(C[C@H]1C)C1=C(C(N(C2=NC(=C(C=C12)Cl)C1=C(C=CC=C1)F)C=1C(=NC=CC1C)C(C)C)=O)C#N)C 4-((3S,5R)-4-acryloyl-3,5-dimethylpiperazin-1-yl)-6-chloro-7-(2-fluorophenyl)-1-(2-isopropyl-4-methylpyridin-3-yl)-2-oxo-1,2-diHydro-1,8-naphthyridine-3-carbonitrile